3-fluoro-4-hydroxy-5-(2-methyl-1H-benzimidazol-5-yl)benzamide FC=1C=C(C(=O)N)C=C(C1O)C1=CC2=C(NC(=N2)C)C=C1